OC1=C(C=C(C=C1)C=CC(=O)N1C(CC2=CC=CC=C12)C(=O)O)OC 1-(3-(4-hydroxy-3-methoxyphenyl)acryloyl)indoline-2-carboxylic acid